OC1=CC=CC2=CC3=CC=CC(=C3C=C12)O 1,8-dihydroxyanthracene